4-(tert-Butyl-dimethyl-silanyloxymethyl)-6-{[2-(3H-imidazol-4-yl)-ethylamino]-methyl}-pyridine-2-carboxylic acid [2-(3H-imidazol-4-yl)-ethyl]amide N1=CNC(=C1)CCNC(=O)C1=NC(=CC(=C1)C(O[SiH2]C(C)(C)C)(C)C)CNCCC=1NC=NC1